FC=1C=CC=C2C(=NC=NC12)NC 8-fluoro-N-methyl-Quinazolin-4-amine